C(C)O[Si](OCC)(OCC)CCCSSSSCCC[Si](OCC)(OCC)OCC bis(triethoxy silylpropyl) tetrasulphide